[1-[(5R)-4-(6-Oxaspiro[3.3]heptan-2-ylamino)-5-oxido-6,7-dihydrothieno[3,2-d]pyrimidin-5-ium-2-yl]azetidin-3-yl]-isothiazol-4-carboxylat C1C(CC12COC2)NC=2C1=C(N=C(N2)N2CC(C2)OC(=O)C=2C=NSC2)CC[S@+]1[O-]